(3R)-3-fluoro-N-{4-fluoro-3-[5-(3-methylpyridin-2-yl)-2H-pyrazolo[3,4-b]pyridin-2-yl]phenyl}pyrrolidine-1-carboxamide F[C@H]1CN(CC1)C(=O)NC1=CC(=C(C=C1)F)N1N=C2N=CC(=CC2=C1)C1=NC=CC=C1C